C(C)(CC)OC=1C(=CC=2C(N1)=NN(C2)C21COC(C2)(C1)CF)C(=O)O 6-(sec-Butoxy)-2-(1-(fluoromethyl)-2-oxabicyclo[2.1.1]hex-4-yl)-2H-pyrazolo[3,4-b]pyridine-5-carboxylic acid